NC=1C=C(C=CC1)CC1=CC(=CC=C1)N bis(m-aminophenyl)methane